ClC=1C=CC(=C(C1)C1=CC(NC=C1OC)=O)N1N=NC(=C1)Cl 4-(5-Chloro-2-(4-chloro-1H-1,2,3-triazol-1-yl)phenyl)-5-methoxy-2-oxopyridine